(S)-tert-butyl 6-benzyl-2-(1-(trifluoromethyl)cyclopropanecarbonyl)-2,6-diazaspiro[3.4]octane-8-carboxylate C(C1=CC=CC=C1)N1CC2(CN(C2)C(=O)C2(CC2)C(F)(F)F)[C@@H](C1)C(=O)OC(C)(C)C